(R)-5-methoxy-3-prolyl-1H-indole COC=1C=C2C(=CNC2=CC1)C([C@@H]1NCCC1)=O